5-(5-(tert-butoxycarbonyl)-5,6,7,8-tetrahydro-1,5-naphthyridin-2-yl)spiro[2.3]hexane-5-carboxylic acid C(C)(C)(C)OC(=O)N1C=2C=CC(=NC2CCC1)C1(CC2(CC2)C1)C(=O)O